2-[(1,1-dioxo-3,4-dihydro-2H-1λ6,2-benzothiazin-6-yl)oxy]ethyl methanesulfonate CS(=O)(=O)OCCOC=1C=CC2=C(CCNS2(=O)=O)C1